1-(6-(7-oxa-2-azaspiro[3.5]non-2-yl)pyrimidin-4-yl)-4-(1H-1,2,3-triazol-1-yl)-1,2-dihydro-3H-pyrazole C1N(CC12CCOCC2)C2=CC(=NC=N2)N2NCC(=C2)N2N=NC=C2